OC=1OC(=CN1)C1=NC(=CC(=C1)C=1C=C(C=CC1C)NC(=O)N1C[C@@H](CC1)CC(F)(F)F)N1CCOCC1 (3S)-N-[3-[2-(2-hydroxy-1,3-oxazol-5-yl)-6-(morpholin-4-yl)pyridin-4-yl]-4-methylphenyl]-3-(2,2,2-trifluoroethyl)pyrrolidine-1-carboxamide